(bromomethyl)-5-chloro-2-methyl-3-(oxetan-3-yl)-3H-imidazo[4,5-b]pyridine BrCC=1C=C2C(=NC1Cl)N(C(=N2)C)C2COC2